[(6R)-17-Amino-6-hydroxy-6,15-bis(trifluoromethyl)-19-oxa-3,4,13,18-tetrazatricyclo[12.3.1.12,5]nonadeca-1(18),2,4,14,16-pentaen-12-yl]-pyrrolidin-1-yl-methanone NC1=CC(=C2NC(CCCCC[C@@](C3=NN=C(C1=N2)O3)(C(F)(F)F)O)C(=O)N3CCCC3)C(F)(F)F